2-(3-methylazetidin-1-yl)benzaldehyde CC1CN(C1)C1=C(C=O)C=CC=C1